C(CC=C)N(C(C1=CC=C(C=C1)[N+](=O)[O-])=O)C#N N-(but-3-en-1-yl)-N-cyano-4-nitrobenzamide